(S)-1-(1-acetylazetidin-3-yl)-3-(isoquinolin-4-yl)-2-oxoimidazoline-4-carbonitrile C(C)(=O)N1CC(C1)N1C(N([C@@H](C1)C#N)C1=CN=CC2=CC=CC=C12)=O